1-Cyclopropyl-3-(3-(2-(4-(2,3-dichlorophenyl)piperazin-1-yl)ethyl)cyclobutyl)-1-methylurea C1(CC1)N(C(=O)NC1CC(C1)CCN1CCN(CC1)C1=C(C(=CC=C1)Cl)Cl)C